BrC1=C(C=2C(=N[Se]N2)C=C1)Br dibromobenzo[c][1,2,5]selenadiazole